(S)-N-((3-(3,5-difluoro-4-(2-thia-6-azaspiro[3.3]hept-6-yl)phenyl)-2-oxo-oxazolidin-5-yl)methyl)acetamide FC=1C=C(C=C(C1N1CC2(CSC2)C1)F)N1C(O[C@H](C1)CNC(C)=O)=O